ClC1=C(C(=CC=C1)F)CC(=O)NC1=CN=NC(=C1)NC1=CC=C(C=C1)F 2-(2-chloro-6-fluorophenyl)-N-[6-(4-fluorophenylamino)pyridazin-4-yl]acetamide